CN1C(=NC(=C1)C(F)(F)F)C1=CC=C(N)C=C1 4-[1-methyl-4-(trifluoromethyl)imidazol-2-yl]aniline